(2S,4R)-1-((R)-2-(1-fluorocyclopropane-1-carboxamido)-3-mercapto-3-methylbutanoyl)-4-hydroxy-N-((S)-1-(4-(4-methylthiazol-5-yl)phenyl)ethyl)pyrrolidine-2-carboxamide FC1(CC1)C(=O)N[C@H](C(=O)N1[C@@H](C[C@H](C1)O)C(=O)N[C@@H](C)C1=CC=C(C=C1)C1=C(N=CS1)C)C(C)(C)S